(1-methyl-1H-imidazol-2-yl)methanol CN1C(=NC=C1)CO